OC(C(C(=O)[O-])(C)C)(O)CC(C)(C)C hydroxy-2,2-dimethylpropyl-3-hydroxy-2,2-dimethylpropionate